CC1=C(C(=O)O)C=CN=C1C(F)(F)F 3-methyl-2-(trifluoromethyl)isonicotinic acid